6-(cyclopropanecarboxamido)-4-((6-(3-fluoro-3-(hydroxymethyl)azetidin-1-yl)-[1,2,4]triazolo[1,5-a]Pyridin-2-yl)amino)-N-methylpyridazine-3-carboxamide C1(CC1)C(=O)NC1=CC(=C(N=N1)C(=O)NC)NC1=NN2C(C=CC(=C2)N2CC(C2)(CO)F)=N1